4-chloro-N-(3-fluoro-5-(phenylethynyl)pyridin-2-yl)-1-((2-methyltetrahydrofuran-2-yl)methyl)-1H-pyrazole-5-carboxamide ClC=1C=NN(C1C(=O)NC1=NC=C(C=C1F)C#CC1=CC=CC=C1)CC1(OCCC1)C